3-(1-oxo-5-(piperidin-4-ylmethoxy)isoindolin-2-yl)piperidine-2,6-dione O=C1N(CC2=CC(=CC=C12)OCC1CCNCC1)C1C(NC(CC1)=O)=O